4-((tert-butyldimethylsilyl)oxy)-1-(cyclopropanecarbonyl)-5-(2-oxoethyl)pyrrolidine-2-carboxylate [Si](C)(C)(C(C)(C)C)OC1CC(N(C1CC=O)C(=O)C1CC1)C(=O)[O-]